tert-Butyl 2-((((9H-fluoren-9-yl)methoxy) carbonyl)(methyl)amino)-3-(5-iodopyridin-3-yl)propanoate C1=CC=CC=2C3=CC=CC=C3C(C12)COC(=O)N(C(C(=O)OC(C)(C)C)CC=1C=NC=C(C1)I)C